CC12CCCC(CCC1)(C2)C(=O)NC=2SC1=C(N2)C=CC(=C1)C(F)(F)F 5-Methyl-N-[6-(trifluoromethyl)-1,3-benzothiazol-2-yl]bicyclo[3.3.1]nonan-1-carboxamid